trans-Ethyl 2-[(1S,3R)-3-[[tert-butyl(dimethyl)silyl]oxymethyl]-2-[2-(2,6-dichlorophenyl)acetyl]-1-methyl-3,4-dihydro-1H-isoquinolin-5-yl]cyclopropanecarboxylate [Si](C)(C)(C(C)(C)C)OC[C@@H]1N([C@H](C2=CC=CC(=C2C1)[C@H]1[C@@H](C1)C(=O)OCC)C)C(CC1=C(C=CC=C1Cl)Cl)=O